CC1(C=2C=CC(=CC2C=2C3=CC=CC=C3C=3C=CC=CC3C21)C=2C=C(C=CC2)C2=CC(=CC=C2)C2=NC(=NC(=N2)C2=CC=CC=C2)C2=CC=CC=C2)C 2-(3'-(13,13-dimethyl-13H-indeno[1,2-l]phenanthr-10-yl)-[1,1'-biphenyl]-3-yl)-4,6-diphenyl-1,3,5-triazine